2-(3-ethoxy-4-hydroxyphenyl)-1,3-dioxolane-4-carbaldehyde C(C)OC=1C=C(C=CC1O)C1OCC(O1)C=O